C(CCCCCCCCCCCCCCCCC)OC(C(C)C1=CC(=C(C(=C1)C(C)(C)C)O)C(C)(C)C)=O (3,5-di-tertiary butyl-4-hydroxyphenyl)propionic acid octadecyl ester